6-Bromo-8-[(1-tert-butoxycarbonyl-4-cyano-piperidin-4-ylmethyl)-amino]-imidazo[1,2-a]pyrazine-2-carboxylic acid ethyl ester C(C)OC(=O)C=1N=C2N(C=C(N=C2NCC2(CCN(CC2)C(=O)OC(C)(C)C)C#N)Br)C1